4-[(6-azidohexyl)oxy]benzoic acid ethyl ester C(C)OC(C1=CC=C(C=C1)OCCCCCCN=[N+]=[N-])=O